F[C@@H]1[C@@H](C[C@]2(CC[C@@H]1N2)C)OC2=CC=C(N=N2)C2=C(C=C(C=C2)N2C=NC=C2)O 2-(6-(((1R,3R,4S,5S)-4-fluoro-1-methyl-8-azabicyclo[3.2.1]octan-3-yl)oxy)pyridazin-3-yl)-5-(1H-imidazol-1-yl)phenol